FC=1C=C(C=C(C1)F)C1=CN(C2=NC=C(C=C21)C2=CC=C(CN1CC(CCC1)O)C=C2)S(=O)(=O)C2=CC=C(C)C=C2 1-(4-(3-(3,5-difluorophenyl)-1-tosyl-1H-pyrrolo[2,3-b]pyridin-5-yl)benzyl)piperidin-3-ol